C1(CCCC1)CC1=CC=C(C=C1)C=1NC=2N(C(C1)=O)N=C(C2C(=O)N2C(C(C2)CF)C)C2=NC=CN=C2 5-(4-(cyclopentylmethyl)phenyl)-3-(3-(fluoromethyl)-2-methylazetidine-1-carbonyl)-2-(pyrazin-2-yl)pyrazolo[1,5-a]pyrimidin-7(4H)-one